4-decyl-resorcinol C(CCCCCCCCC)C1=C(C=C(O)C=C1)O